[(1R)-1-(benzyloxymethyl)-2,2-difluoro-cyclopropyl]methanol C(C1=CC=CC=C1)OC[C@]1(C(C1)(F)F)CO